3-{[2-(6-isopropylpyridin-3-yl)imidazo[1,2-a]pyridin-3-yl]methyl}-3,8-diazabicyclo[3.2.1]octane-8-carboxylic acid tert-butyl ester C(C)(C)(C)OC(=O)N1C2CN(CC1CC2)CC2=C(N=C1N2C=CC=C1)C=1C=NC(=CC1)C(C)C